methyl (R)-4-((2-chloro-5-((2-fluoro-3-hydroxy-3-methylbutyl)carbamoyl)pyridin-4-yl)amino)bicyclo[2.2.2]octane-1-carboxylate ClC1=NC=C(C(=C1)NC12CCC(CC1)(CC2)C(=O)OC)C(NC[C@H](C(C)(C)O)F)=O